C(C(C)C)OC(C(=C)C#N)=O alpha-cyanoacrylic isobutyl ester